S1C=NC=C1C(=O)N1CCC(CC1)NC1=CC(=NC=N1)C(=O)O 6-((1-(thiazole-5-carbonyl)piperidin-4-yl)amino)pyrimidine-4-carboxylic acid